4-benzyl-4-(3-(4-hydroxyphenoxy)propyl)morpholin-4-ium bromide [Br-].C(C1=CC=CC=C1)[N+]1(CCOCC1)CCCOC1=CC=C(C=C1)O